N=1C=NN2C1C=CC(=C2)C=2C=CN1N=C(N=C(C12)OC)NC1CC(C1)(C)NC(C)=O N-((1s,3s)-3-((5-([1,2,4]triazolo[1,5-a]pyridin-6-yl)-4-methoxypyrrolo[2,1-f][1,2,4]triazin-2-yl)amino)-1-methylcyclobutyl)acetamide